1-(2-(2,4-dimethylbenzyl)phenyl)-4-(2-((2,4-dimethylphenyl)sulfinyl)phenyl)piperazine CC1=C(CC2=C(C=CC=C2)N2CCN(CC2)C2=C(C=CC=C2)S(=O)C2=C(C=C(C=C2)C)C)C=CC(=C1)C